3-aminobutyl-(trimethoxysilane) NC(CC[Si](OC)(OC)OC)C